(2,5-difluoro-phenyl)methan-amine FC1=C(C=C(C=C1)F)CN